1,4-di(aminomethyl)-cyclohexane NCC1CCC(CC1)CN